1-Methyl-4-((4-methoxypyrimidin-6-yl)amino)-7-chloro-indole-2-carboxylic acid ethyl ester C(C)OC(=O)C=1N(C2=C(C=CC(=C2C1)NC1=CC(=NC=N1)OC)Cl)C